4-[benzyl-(dodecyl)amino]butanamide Tert-butyl-4-(6-(6-chloro-5-((2,4-difluorophenyl)sulfonamido)pyridin-3-yl)quinazolin-4-yl)piperazine-1-carboxylate C(C)(C)(C)OC(=O)N1CCN(CC1)C1=NC=NC2=CC=C(C=C12)C=1C=NC(=C(C1)NS(=O)(=O)C1=C(C=C(C=C1)F)F)Cl.C(C1=CC=CC=C1)N(CCCC(=O)N)CCCCCCCCCCCC